CC1=NC2=CC=CC=C2C(=N1)N1CC(NC2=CC(=CC=C12)OC)=O 4-(2-Methylquinazoline-4-yl)-7-methoxy-3,4-dihydroquinoxaline-2(1H)-one